FC1=CC(=C(C=C1C=1C=NC(=NC1)N1C[C@H](OCC1)C)NC(=O)C1=CNC(C=C1C(F)(F)F)=O)N1C[C@@H](N([C@@H](C1)C)C)C |r| N-[4-fluoro-5-[2-[rac-(2R)-2-methylmorpholin-4-yl]pyrimidin-5-yl]-2-[rac-(3S,5R)-3,4,5-trimethylpiperazin-1-yl]phenyl]-6-oxo-4-(trifluoromethyl)-1H-pyridine-3-carboxamide